FC(OC1=CC=C(C=C1)NC(=O)N1C2CCC1CC=1C(=NC=CC12)F)F N-(4-(difluoromethoxy)phenyl)-1-fluoro-6,7,8,9-tetrahydro-5H-5,8-epiminocyclohepta[c]-pyridine-10-carboxamide